ClC=1C=C2C=3C=C(C=C(C3NC2=CC1Cl)CCNC(=N)N)NC1=CC=C(C=C1)Cl 1-(2-(6,7-Dichloro-3-(4-chlorophenylamino)-9H-carbazol-1-yl)ethyl)guanidine